C=1(C(=CC=CC1)C(=O)OCC)C(=O)OCC 1,2-Benzenedicarboxylic acid, diethyl ester